OCCOC1=C(C=C(C=C1)C1(C2=CC=C(C=C2C=2C=C(C=CC12)C1=CC=CC=C1)C1=CC=CC=C1)C1=CC(=C(C=C1)OCCO)C1=CC=CC=C1)C1=CC=CC=C1 9,9-bis[4-(2-hydroxyethoxy)-3-phenylphenyl]-3,6-diphenylfluorene